3-methoxy-6-(3-methoxy-4-(4-methoxybenzylamino)phenylamino)quinoxaline-5-carbonitrile COC=1C=NC=2C=CC(=C(C2N1)C#N)NC1=CC(=C(C=C1)NCC1=CC=C(C=C1)OC)OC